monopotassium fumarate C(\C=C\C(=O)O)(=O)[O-].[K+]